C(CCCCC)C1CC=2N(C3=C(C=CC=C3C2CC1)C(=O)O)CC1=C(C=CC=C1)C 2-hexyl-9-[(2-methylphenyl)methyl]-2,3,4,9-tetrahydro-1H-carbazole-8-carboxylic acid